trimethyl(4-hydroxybutyl)ammonium C[N+](CCCCO)(C)C